[3-(ethylsulfonylimino)-4-[3-methyl-6-(trifluoromethylsulfanyl)imidazo[4,5-c]pyridin-2-yl]phenyl]cyclopropanecarbonitrile C(C)S(=O)(=O)N=C1CC(=CC=C1C1=NC2=C(C=NC(=C2)SC(F)(F)F)N1C)C1(CC1)C#N